BrC=1C=NC=CC1CN1C(NC(CC1)=O)=O 1-((3-bromopyridin-4-yl)methyl)dihydropyrimidine-2,4(1H,3H)-dione